FC1=C(C=C(C=C1)F)[C@H]1OC[C@@H](C([C@@H]1N)CC1CCCCC1)N1CC2=NN(C=C2C1)S(=O)(=O)C (2R,3S,5R)-2-(2,5-difluorophenyl)-4-(cyclohexylmethyl)-5-(2-methylsulfonyl-4,6-dihydropyrrolo[3,4-c]pyrazol-5-yl)tetrahydropyran-3-amine